N-(methylsulfonyl)piperidine-4-carboxamide trifluoroacetate salt FC(C(=O)O)(F)F.CS(=O)(=O)NC(=O)C1CCNCC1